ClC1=C(C=NC2=C(C=C(C=C12)C1=NC(=NC=C1F)Cl)F)C(C)(C)O 2-(4-chloro-6-(2-chloro-5-fluoropyrimidin-4-yl)-8-fluoroquinolin-3-yl)propan-2-ol